3-((3-(2-(dimethylamino)ethyl)-1H-indol-6-yl)oxy)-3-oxopropanoic acid CN(CCC1=CNC2=CC(=CC=C12)OC(CC(=O)O)=O)C